2-chloro-1,2-dimethylimidazolium Chloride [Cl-].ClC1(N(C=C[NH2+]1)C)C